IC1=CC=C(C=C1)\C=C(\C(=O)O)/S 3-(4-Iodophenyl)-2-mercapto-(Z)-2-propenoic acid